(2,6-dimethylphenyl)dichlorophosphoric acid tris(2,6-dimethylphenyl)phosphate CC1=C(C(=CC=C1)C)OP(=O)(OC1=C(C=CC=C1C)C)OC1=C(C=CC=C1C)C.CC1=C(C(=CC=C1)C)OP(=O)(Cl)Cl